C1(CCC1)N1C(C=CC2=CC=CC=C12)S(=O)(=O)N Cyclobutyl-dihydroquinolinesulfonamide